2,2-Bis[4,4-bis(4-hydroxy-phenyl)-cyclohexyl]-propan OC1=CC=C(C=C1)C1(CCC(CC1)C(C)(C)C1CCC(CC1)(C1=CC=C(C=C1)O)C1=CC=C(C=C1)O)C1=CC=C(C=C1)O